copper 2-ethylhexanoate C(C)C(C(=O)[O-])CCCC.[Cu+2].C(C)C(C(=O)[O-])CCCC